N-(1,1-dimethylsilepan-4-yl)-4-fluoro-3,5-dimethyl-1H-pyrrolo[2,3-c]pyridine-2-carboxamide C[Si]1(CCC(CCC1)NC(=O)C1=C(C=2C(=CN=C(C2F)C)N1)C)C